C(CCCCCCC\C=C/C\C=C/CCCCC)N(N)CCCCCCCC\C=C/C\C=C/CCCCC N,N-dilinoleyl-hydrazine